C(C)(C)(C)OC(=O)N1C=C(C=2C1=NC=C(C2)C2=CC(=C1CCN(CC1=C2)C(COC)=O)[C@H]2N(CCC2)C(=O)OC(C)(C)C)C (S)-5-(5-(1-(tert-butoxycarbonyl)pyrrolidin-2-yl)-2-(2-methoxyacetyl)-1,2,3,4-Tetrahydroisoquinolin-7-yl)-3-methyl-1H-pyrrolo[2,3-b]pyridine-1-carboxylic acid tert-butyl ester